C(C)(=O)N[C@H]1C(O)O[C@@H]([C@@H]([C@@H]1O)NC(C)=O)C 2,4-diacetamido-2,4,6-trideoxy-D-galactopyranose